C(CC)C=1C(=C(C(=O)N)C=CC1)F Propyl-2-fluorobenzamide